1-(3-chloro-2-fluorobenzyl)-4-((4,5-dimethyl-6-((5-methyl-1H-pyrazol-3-yl)amino)pyridin-2-yl)methyl)piperidine-4-carboxylic acid ClC=1C(=C(CN2CCC(CC2)(C(=O)O)CC2=NC(=C(C(=C2)C)C)NC2=NNC(=C2)C)C=CC1)F